N-(2-cyanopropan-2-yl)-2-methylpropan-2-sulfinamide C(#N)C(C)(C)NS(=O)C(C)(C)C